[K+].S(=O)(=O)([O-])[O-].OC1[C@H](N)[C@@H](O)[C@H](O)[C@H](O1)CO.[K+] Glucosamine sulfate potassium salt